CC1(CCN(CC1)C1=NC=2C(=NC=C(N2)SC2=CC=C(C=C2)OC(F)(F)F)N1)N 4-methyl-1-(5-((4-(trifluoromethoxy)phenyl)thio)-1H-imidazo[4,5-b]pyrazin-2-yl)piperidin-4-amine